IC=1C=NC(=NC1)NC=1C(=NN(C1)CCCOC)OC 5-iodo-N-(3-methoxy-1-(3-methoxypropyl)-1H-pyrazol-4-yl)pyrimidin-2-amine